chloro-5-((2-(3-(6-fluoro-[1,2,4]triazolo[4,3-a]pyridin-7-yl)propyl)-2-azaspiro[3.3]heptan-6-yl)(methyl)amino)-2-methylphthalazin-1(2H)-one ClC1=NN(C(C2=CC=CC(=C12)N(C)C1CC2(CN(C2)CCCC2=CC=3N(C=C2F)C=NN3)C1)=O)C